N1N=C(C=2C(=CC=CC12)C=O)C=O 1H-INDAZOLE-3,4-DICARBOXALDEHYDE